3-[4-[[2-methyl-6-(trifluoromethyl)benzimidazol-1-yl]methyl]phenyl]-5-(trifluoromethyl)-1,2,4-oxadiazole CC1=NC2=C(N1CC1=CC=C(C=C1)C1=NOC(=N1)C(F)(F)F)C=C(C=C2)C(F)(F)F